(1S,3S)-N-(8-chloro-7-fluoro-6-iodoisoquinolin-3-yl)-2-methyl-3-(1-methyl-1H-pyrazol-4-yl)cyclopropanecarboxamide ClC=1C(=C(C=C2C=C(N=CC12)NC(=O)[C@H]1C([C@@H]1C=1C=NN(C1)C)C)I)F